[Br-].[Mg+2].C(C1=CC=CC=C1)N1CCC(CC1)(O)C1=CC=C(C=C1)Cl.[Br-] 1-benzyl-4-(4-chlorophenyl)-4-piperidinol magnesium bromide